N1CCC(CC1)C1=NN=C(S1)N 5-(piperidin-4-yl)-1,3,4-thiadiazol-2-amine